S1C(=NC2=C1C=CC=C2)NC(=O)C=2C=CC=C1CCN(CC21)C2=CC=C(C(=N2)C(=O)NS(=O)(=O)N2CCC(CC2)C#CC(=O)OCC)C=2C=NN(C2C)CC2CCCCC2 ethyl 3-(1-(N-(6-(8-(benzo[d]thiazol-2-ylcarbamoyl)-3,4-dihydroisoquinolin-2(1H)-yl)-3-(1-(cyclohexylmethyl)-5-methyl-1H-pyrazol-4-yl)picolinoyl)sulfamoyl)piperidin-4-yl)propiolate